COC1=C(CN(C2=C(C(=NC=N2)/C(/C(=O)OCC)=C/N(C)C)OC)CC2=C(C=C(C=C2)OC)OC)C=CC(=C1)OC Ethyl (Z)-2-(6-(bis(2,4-dimethoxybenzyl)amino)-5-methoxypyrimidin-4-yl)-3-(dimethylamino)acrylate